C1(CCCCC1)OC1=CC2=C(CN(CCC2)C2=CC(=C(C(=C2)C)NC(CC(C)(C)C)=O)C)C=C1 N-(4-(7-(cyclohexyloxy)-1,3,4,5-tetrahydro-2H-benzo[c]azepine-2-yl)-2,6-Dimethylphenyl)-3,3-dimethylbutanamide